METHYL 4-(3-HYDROXYOXETAN-3-YL)-3-PHENYLISOTHIAZOLE-5-CARBOXYLATE OC1(COC1)C=1C(=NSC1C(=O)OC)C1=CC=CC=C1